[4-Bromo-1-methyl-2-(trifluoromethyl)pyrrol-3-yl]methanol BrC=1C(=C(N(C1)C)C(F)(F)F)CO